C(C)(C)(C)P(C1=C(C(=CC=C1)C(C)C)C1=C(C=C(C=C1)C(C)C)C(C)C)C(C)(C)C 2-di-tert-butylphosphino-2',4',6-triisopropylbiphenyl